[Ni](Br)Br.C(C)(C)(C)C1=CC(=NC=C1)C1=NC=CC(=C1)C(C)(C)C (4,4'-di-t-butyl-2,2'-bipyridine) nickel dibromide